CC1(CCN(CC1)C=1OC2=C(C=C(C=C2C(C1C)=O)C)[C@H](C)OC1=C(C=CC=C1)C=1C=CC2=C(C=NOB2O)C1)C 2-(4,4-dimethyl-1-piperidyl)-8-[(1S)-1-[2-(1-hydroxy-2,3,1-benzoxazaborinin-6-yl)phenoxy]ethyl]-3,6-dimethyl-chromen-4-one